C1(CC1)N1C[C@@H](N(CC1)C1CCN(CC1)C1=C(C=C(C(=C1)OC)NC1=NC=NC(=C1)N1OCC[C@@H]1C1=CC(=CC(=C1)F)F)NC(C=C)=O)C N-(2-(4-((S)-4-cyclopropyl-2-methylpiperazine-1-yl)piperidine-1-yl)-5-((6-((R)-3-(3,5-difluorophenyl)isoxazolidine-2-yl)pyrimidine-4-yl)amino)-4-methoxyphenyl)acrylamide